FC1=C(C=C2C(=NC=NC2=C1)NC1=CC(=NC=C1)C1=C(C=CC=C1)F)N 7-fluoro-N4-(2-(2-fluorophenyl)pyridin-4-yl)quinazoline-4,6-diamine